OC(C1=CC=CC=C1)(C)C1=C(C=CC=C1)C(=O)C1=C(C=CC=C1)C(C1=CC=CC=C1)(O)C alpha-hydroxy-alpha-methylbenzylphenyl ketone